N[C@H](C(=O)N[C@H](CNC(=O)[C@]1([C@@H](CC[C@H](C1)C)C(C)C)O)C1=CC=CC=C1)C (1S,2S,5R)-N-((S)-2-((S)-2-aminopropanamido)-2-phenylethyl)-1-hydroxy-2-isopropyl-5-methylcyclohexane-1-carboxamide